(1R,4R)-4-aminocyclohexanol hydrochloride C1CC(CCC1N)O.Cl